CC(CC(CC)C)N 1,3-dimethylamylamine